CN1CCN(CC1)C1=CC=C(C=C1)NC1=NC2=C(C=CC=C2C=N1)C1=CC(=NO1)NC(C=C)=O N-(5-(2-((4-(4-methylpiperazin-1-yl)phenyl)amino)quinazolin-8-yl)isoxazol-3-yl)acrylamide